C(C)(=O)NCC(C)(C)S(=O)(=O)C1(CC1)CN1C(C2=C(CC1)C(=NN2C)C(=O)NCC2=CC=C(C=C2)C#N)=O 6-((1-((1-Acetamido-2-methylpropan-2-yl)sulfonyl)cyclopropyl)methyl)-N-(4-cyanobenzyl)-1-methyl-7-oxo-4,5,6,7-tetrahydro-1H-pyrazolo[3,4-c]pyridine-3-carboxamide